The molecule is a phosphonic acid in which the hydrogen attached to the phosphorus of phosphonic acid is substituted by a 3-aminopropyl group. It is a partial agonist of GABAB receptors. It has a role as a GABAB receptor agonist. It is a primary amino compound and a member of phosphonic acids. It derives from a phosphonic acid. It is a tautomer of a (3-aminopropyl)phosphonic acid zwitterion. C(CN)CP(=O)(O)O